CON1CCC(CC1)C=1C=C2CCNCC2=CC1 6-(1-methoxypiperidin-4-yl)-1,2,3,4-tetrahydroisoquinoline